methyl 4-fluoro-2-(4,4,5,5-tetramethyl-1,3,2-dioxaborolan-2-yl)benzoate FC1=CC(=C(C(=O)OC)C=C1)B1OC(C(O1)(C)C)(C)C